C1=CC=CC=2C3=CC=CC=C3C(C12)COC(=O)N(C(C(=O)O)CC1=CC=C(C=C1)C(N(OC1CCOCC1)C)=O)C 2-((((9H-Fluoren-9-yl)methoxy)carbonyl)(methyl)amino)-3-(4-(methyl((tetrahydro-2H-pyran-4-yl)oxy)carbamoyl)phenyl)propanoic acid